BrC=1C=C(C(=NC1)OC)NC1=CC=C(C=N1)N1[C@H](CN(CC1)C1CCN(CC1)C=1C=C2C(N(C(C2=CC1)=O)C1C(NC(CC1)=O)=O)=O)C 5-(4-((S)-4-(6-((5-bromo-2-methoxypyridin-3-yl)amino)pyridin-3-yl)-3-methylpiperazin-1-yl)piperidin-1-yl)-2-(2,6-dioxopiperidin-3-yl)isoindoline-1,3-dione